N1=CC=CC2=C(N=CC=C12)C1=CC=2C(C3=CC=CC=C3C2C=C1)=O 2-(1,6-NAPHTHYRIDIN-5-yl)-9H-fluoren-9-one